isopentyl (3R,6S)-6-benzyl-8-((S)-1-((2-hydroxyethyl)amino)-1-oxo-3-phenylpropan-2-yl)-3-methyl-4,7-dioxohexahydropyrazino[2,1-c][1,2,4]oxadiazine-1(6H)-carboxylate C(C1=CC=CC=C1)[C@H]1C(N(CC2N(O[C@@H](C(N21)=O)C)C(=O)OCCC(C)C)[C@H](C(=O)NCCO)CC2=CC=CC=C2)=O